3-(5-bromo-1H-indazol-1-yl)propanamide BrC=1C=C2C=NN(C2=CC1)CCC(=O)N